C(C)C1(C2CCC(C1)C2(C)C)OC(=O)C2C1C=CC(C2)C1=O 5-(2-ethyl-7,7-dimethyl-2-norbornyloxycarbonyl)-7-oxo-bicyclo[2.2.1]Hept-2-ene